distearyl-hexanate C(CCCCCCCCCCCCCCCCC)C(C(=O)[O-])(CCCC)CCCCCCCCCCCCCCCCCC